6-(2-fluoro-5-isopropyl-phenyl)-8-((5-(4-hydroxy-piperidin-1-yl)pyridin-2-yl)amino)isoquinolin-1(2H)-one FC1=C(C=C(C=C1)C(C)C)C=1C=C2C=CNC(C2=C(C1)NC1=NC=C(C=C1)N1CCC(CC1)O)=O